tert-butyl (4-(4-cyclopropoxy-2-fluorostyryl)thiazol-2-yl)carbamate C1(CC1)OC1=CC(=C(C=CC=2N=C(SC2)NC(OC(C)(C)C)=O)C=C1)F